C(C)C1=C(NC2=CC=C(C=C12)OCC1CCNCC1)C1=CC(=NC=C1)C 3-ethyl-2-(2-methylpyridin-4-yl)-5-(piperidin-4-ylmethoxy)-1H-indole